NC1=NN2C(C=C(C=C2)C=2C=NN(C2)CC(=O)NC2=CC=C(C=C2)C2CC2)=N1 2-[4-(2-Amino-[1,2,4]triazolo[1,5-a]pyridin-7-yl)pyrazol-1-yl]-N-(4-cyclopropylphenyl)acetamide